C(C)OC1=C(C(=C(OCSC2=NSCC2)C(=C1F)F)F)F (((4-ethoxy-2,3,5,6-tetrafluorophenoxy)methyl)thio)thiazoleN